2-(Thien-3-ylmethoxy)tetrahydro-2H-pyran S1C=C(C=C1)COC1OCCCC1